Tert-butyl-[[3-fluoro-2-(2,3,4,6-tetrahydro-1H-pyrrolo[3,4-c]pyrrol-5-yl)-4-pyridinyl]methoxy]-dimethyl-silane C(C)(C)(C)[Si](C)(C)OCC1=C(C(=NC=C1)N1CC2=C(C1)CNC2)F